methyltetrahydrophthalic acid CC1(C=CCCC1C(=O)O)C(=O)O